O1CCC(CC1)C1=CC=C(C=C1)B(O)O (4-(tetrahydro-2H-pyran-4-yl)phenyl)boronic acid